N-(4-(2,4-Difluorophenoxy)-3-(2-(methoxymethyl)-6-methylpyridin-4-yl)phenyl)ethanesulfonamide FC1=C(OC2=C(C=C(C=C2)NS(=O)(=O)CC)C2=CC(=NC(=C2)C)COC)C=CC(=C1)F